ClC1=C(C=NC2=CC=C(N=C12)Cl)C#N 4,6-dichloro-1,5-naphthyridine-3-carbonitrile